5-(6-(3-isopropyl-2-oxoimidazolin-1-yl)-2-azabicyclo[2.2.1]heptane-2-yl)pyrazine-2-carboxamide C(C)(C)N1C(N(CC1)C1CC2CN(C1C2)C=2N=CC(=NC2)C(=O)N)=O